OC1[C@H](O)[C@H](O)[C@H](O1)[C@H](O)CO Allofuranose